(S)-(4-(4-fluorobenzyl)-3,4-dihydroquinoxaline-1(2H)-yl)(3-(isopropylamino)pyrrolidin-1-yl)methanone FC1=CC=C(CN2CCN(C3=CC=CC=C23)C(=O)N2C[C@H](CC2)NC(C)C)C=C1